4-[(3-BROMOTHIOPHEN-2-YL)METHOXY]-3-NITROBENZALDEHYDE BrC1=C(SC=C1)COC1=C(C=C(C=O)C=C1)[N+](=O)[O-]